ClC1=C(C=CC=C1Cl)N1CCN(CC1)C(=O)[C@H]1N(C[C@@H](C1)O)C(=O)OC(C)(C)C tert-butyl (2S,4R)-2-(4-(2,3-dichlorophenyl)piperazine-1-carbonyl)-4-hydroxypyrrolidine-1-carboxylate